FC1=C(OC2=C(C=C(C=C2)NS(=O)(=O)CC)C=2C3=C(C(N(C2)C)=O)OC=C3)C=CC(=C1)F N-[4-(2,4-difluorophenoxy)-3-(6-methyl-7-oxofuro[2,3-c]pyridin-4-yl)phenyl]ethanesulfonamide